N,N-dihydroxyethylformamide ON(C(=O)CC)O